C(#N)C=1N(C2=C(C=C(C=C2C1)C)S(=O)(=O)N(CC1=NC2=C(C(N(C=C2)C2CCOCC2)=O)N1)C)S(=O)(=O)C1=CC=C(C)C=C1 2-cyano-N,5-dimethyl-N-((4-oxo-5-(tetrahydro-2H-pyran-4-yl)-4,5-dihydro-3H-imidazo[4,5-c]pyridin-2-yl)methyl)-1-tosyl-1H-indole-7-sulfonamide